FC1(CCN(CCC1)C1=C(C(=O)N)C=C(C(=N1)C)C(F)(F)F)F 2-(4,4-difluoroazepan-1-yl)-6-methyl-5-(trifluoromethyl)nicotinamide